CCCC.[NH4+].[NH4+] diammonium butane salt